(5-bromo-2-((2-methoxyethoxy)methoxy)benzyl)boronic acid BrC=1C=CC(=C(CB(O)O)C1)OCOCCOC